2-(azetidin-1-yl-methyl)-N-(2-(3-fluorophenyl)propan-2-yl)butanamide N1(CCC1)CC(C(=O)NC(C)(C)C1=CC(=CC=C1)F)CC